ClC1=C(C=CC(=C1)OC1=CC=CC=C1)C(O)C1=CNC2=C1C1=C(N=C([C@](N1)(C)COC)SCC)C=N2 (2-chloro-4-phenoxyphenyl)((S)-3-(ethylsulfanyl)-2-(methoxymethyl)-2-methyl-2,7-dihydro-1H-pyrrolo[3',2':5,6]pyrido[3,4-b]pyrazin-9-yl)methanol